methyl 1-(2-tert-butoxy-2-oxoethyl)-3-iodo-1H-indazole-6-carboxylate C(C)(C)(C)OC(CN1N=C(C2=CC=C(C=C12)C(=O)OC)I)=O